3-trimethoxysilylpropyl-N,N-dimethylaminothiocarboxyformyl tetrasulfide CO[Si](CCCS(=C(O)C(=O)SSSSC(=O)C(=S(CCC[Si](OC)(OC)OC)N(C)C)O)N(C)C)(OC)OC